N1N=CC2=C1C=CC=C2 benzodiazol